C1(=CC=CC=C1)S(=O)(=O)O.FC=1C=CC=C2CCO[C@H](C12)CNC (R)-1-(8-fluoroisochroman-1-yl)-N-methylmethanamine benzenesulfonic acid salt